C(C)(=O)OC(CCCOC(C=C)=O)=O acryloxyethylacetyl acetate